N-[5-(difluoromethoxy)pyridin-3-yl]-N-({5-[5-(difluoromethyl)-1,3,4-oxadiazol-2-yl]-1,3-thiazol-2-yl}methyl)-2-(morpholin-4-yl)ethane-1-sulfonamide FC(OC=1C=C(C=NC1)N(S(=O)(=O)CCN1CCOCC1)CC=1SC(=CN1)C=1OC(=NN1)C(F)F)F